NCCCNCCCCCCCNCCCN N,N'-bis(3-aminopropyl)heptane-1,7-diamine